C1(CC1)C=1N=NN(C1CO)C1=CC=C(C=C1)C(F)F (4-cyclopropyl-1-(4-(difluoromethyl)phenyl)-1H-1,2,3-triazol-5-yl)methanol